6-((2,6-dimethylpyrimidin-4-yl)amino)-N-ethoxy-4-((2-methoxy-3-(5-methylpyrimidin-2-yl)phenyl)amino)pyridazine-3-carboxamide CC1=NC(=CC(=N1)NC1=CC(=C(N=N1)C(=O)NOCC)NC1=C(C(=CC=C1)C1=NC=C(C=N1)C)OC)C